C(CCCCCC)(=O)OC(CSCCCCCC(N(CCCCO[Si](C(C)(C)C)(C1=CC=CC=C1)C1=CC=CC=C1)CC)CCCCCSCC(CCCCCC)OC(CCC1CCCCC1)=O)CCCCCC 10-(5-((2-((3-cyclohexyl-propanoyl)oxy)-octyl)thio)pentyl)-9-ethyl-2,2-dimethyl-3,3-diphenyl-4-oxa-16-thia-9-aza-3-silatetracosan-18-yl heptanoate